FC1CCC(CC1)N1N=C(C=2C1=NC(=NC2)NC=2C(=CC=1N(C2)N=CN1)C)C 1-((1s,4s)-4-fluorocyclohexyl)-3-methyl-N-(7-methyl-[1,2,4]triazolo[1,5-a]pyridin-6-yl)-1H-pyrazolo[3,4-d]pyrimidin-6-amine